diethyl 2-(3-(trifluoromethyl)phenyl)malonate FC(C=1C=C(C=CC1)C(C(=O)OCC)C(=O)OCC)(F)F